tert-Butyl 3-((aminooxy)methyl)azetidine-1-carboxylate NOCC1CN(C1)C(=O)OC(C)(C)C